BrC1=CC=C(C=C1)[C@@H](C(F)(F)F)N(C(=O)C1CN(CCC1)C(=O)OC(C)(C)C)C tert-butyl 3-{[(1S)-1-(4-bromophenyl)-2,2,2-trifluoroethyl](methyl)carbamoyl}piperidine-1-carboxylate